C(#N)C1CCC(CC1)C(C)(C)NC(OC(C)(C)C)=O tert-butyl (2-((1r,4r)-4-cyanocyclohexyl)-propan-2-yl)carbamate